COC(C1CCN(CC1)C1=CC=C(C=C1)C1=C(CCCC=2C=3C(=NN(C3C=CC21)C2OCCCC2)F)C(C(F)(F)F)(F)F)OC 6-(4-(4-(dimethoxymethyl)piperidin-1-yl)phenyl)-1-fluoro-7-(perfluoroethyl)-3-(tetrahydro-2H-pyran-2-yl)-3,8,9,10-tetrahydrocyclohepta[e]indazole